5-methyl-8-(methyl(4-(trifluoromethyl)phenyl)amino)-6-oxo-5,6-dihydro-1,5-naphthyridine-2-carbonitrile CN1C=2C=CC(=NC2C(=CC1=O)N(C1=CC=C(C=C1)C(F)(F)F)C)C#N